methyl 5-chloro-2-((4-fluoro-2-methoxyphenyl)-amino)benzoate ClC=1C=CC(=C(C(=O)OC)C1)NC1=C(C=C(C=C1)F)OC